COC1=C(C=C(C(=C1)N1CCOCC1)[N+](=O)[O-])NC(OC(C)(C)C)=O tert-Butyl (2-methoxy-4-morpholino-5-nitrophenyl)carbamate